3-(1-(5-(3-chloro-2-cyclopropyl-5-(methoxymethoxy)phenyl)-4-fluoro-2-(methylsulfinyl)-8,9-dihydro-10H-7-oxa-1,3,6,10-tetraazacyclohepta[de]naphthalen-10-yl)ethyl)pyridin-2-amine ClC=1C(=C(C=C(C1)OCOC)C1=C(C=2N=C(N=C3C2C(=N1)OCCN3C(C)C=3C(=NC=CC3)N)S(=O)C)F)C3CC3